FC(C1=NN(C(=C1)OC)C1=CC=C(C(=O)O)C=C1)F 4-[3-(difluoromethyl)-5-methoxy-pyrazol-1-yl]benzoic acid